FC(C1=CC=C(C=C1)CC#N)(F)F 2-[4-(trifluoromethyl)phenyl]acetonitrile